ClC1=C(C=CC=C1C1=NC(=C(C=C1)CN1CCOCC1)OC)C1=C(C(=CC=C1)NC=1C2=C(N=C(N1)C)C=CC=N2)C N-(2'-chloro-3'-(6-methoxy-5-(morpholinomethyl)pyridin-2-yl)-2-methyl-[1,1'-biphenyl]-3-yl)-2-methylpyrido[3,2-d]Pyrimidin-4-amine